ClC1=CC2=C(O[C@H](CO2)C(=O)NC23C[C@@H](C(CC2)(CC3)NC(COC3=CC(=C(C=C3)Cl)Cl)=O)O)C=C1 (2R)-6-chloro-N-{(3S)-4-[2-(3,4-dichlorophenoxy)acetamido]-3-hydroxybicyclo[2.2.2]octan-1-yl}-2,3-dihydro-1,4-benzodioxine-2-carboxamide